N-{1-[2-(tetrahydro-2H-pyran-4-yl)-2-azaspiro[3.3]heptan-6-yl]-3-propionyl-1H-pyrazol-4-yl}carbamic acid tert-butyl ester C(C)(C)(C)OC(NC=1C(=NN(C1)C1CC2(CN(C2)C2CCOCC2)C1)C(CC)=O)=O